(1R,2S,5S)-8-(benzyl(methyl)carbamoyl)-3-(bis(4-fluorophenyl)carbamoyl)-3,8-diazabicyclo[3.2.1]octane-2-carboxylic acid C(C1=CC=CC=C1)N(C(=O)N1[C@H]2[C@H](N(C[C@@H]1CC2)C(N(C2=CC=C(C=C2)F)C2=CC=C(C=C2)F)=O)C(=O)O)C